trans-3-fluorocyclobutanamine F[C@@H]1C[C@H](C1)N